tert-butyl (N-(2-(4-(7H-pyrrolo[2,3-d]pyrimidin-4-yl)phenyl)propan-2-yl)sulfamoyl)carbamate N1=CN=C(C2=C1NC=C2)C2=CC=C(C=C2)C(C)(C)NS(=O)(=O)NC(OC(C)(C)C)=O